isobutyl-(trimethoxy)silane tert-butyl-7-{7-[(4-amino-3-methylphenyl)amino]-1,2,3,4-tetrahydro-2,6-naphthyridin-2-yl}-8-methyl-1H,2H,3H-pyrido[2,3-b][1,4]oxazine-1-carboxylate C(C)(C)(C)OC(=O)N1C2=C(OCC1)N=CC(=C2C)N2CC1=CC(=NC=C1CC2)NC2=CC(=C(C=C2)N)C.C(C(C)C)[Si](OC)(OC)OC